ClC1=NC(=CC(=N1)C(=O)O)NC(C)(CC(C)(C)C)C 2-chloro-6-((2,4,4-trimethylpentan-2-yl)amino)pyrimidine-4-carboxylic acid